N1CC(CCC12CCCCC2)=O azaspiro[5.5]undecane-3-one